1-(±)-Allyl 2-(4-(3-(2-methyl-N-((2-(trimethylsilyl)ethoxy)methyl)propan-2-ylsulfinamido) oxetan-3-yl)phenyl)pentanoate CC(C)(C)S(=O)N(COCC[Si](C)(C)C)C1(COC1)C1=CC=C(C=C1)C(C(=O)OCC=C)CCC